6,7-Difluoro-8-(methoxy-d3)naphthalene-1,3-diol FC=1C=C2C=C(C=C(C2=C(C1F)OC([2H])([2H])[2H])O)O